(R)-2-((3-((1r,4S)-4-(Benzyloxy)cyclohexyl)propyl)amino)-1-(3-fluoro-phenyl)ethan-1-ol C(C1=CC=CC=C1)OC1CCC(CC1)CCCNC[C@H](O)C1=CC(=CC=C1)F